ONC([C@@H](C(C)(C)C)O)=O (R)-N,2-dihydroxy-2-tert-butyl-acetamide